N-Cyclopropyl-4-[2-methoxy-5-[(1R)-1-[[2-methyl-5-[(1R,4R)-5-methyl-2,5-diazabicyclo[2.2.1]heptan-2-yl]benzoyl]amino]ethyl]phenyl]thiophene-2-carboxamide C1(CC1)NC(=O)C=1SC=C(C1)C1=C(C=CC(=C1)[C@@H](C)NC(C1=C(C=CC(=C1)N1[C@H]2CN([C@@H](C1)C2)C)C)=O)OC